(diacetoxy)iodobenzene C(C)(=O)OC=1C(=C(C=CC1)I)OC(C)=O